Cl.C1(CC1)COC1=C(CNCC2CCNCC2)C=CC(=C1)F N-(2-(cyclopropylmethoxy)-4-fluorobenzyl)-1-(piperidin-4-yl)methanamine hydrochloride